N-[4-(7,7-dimethyl-4-oxo-3-phenyl-4,5,6,7-tetrahydro-1H-pyrrolo[3,2-c]pyridin-2-yl)pyridin-2-yl]-2-(4-fluorophenyl)acetamide CC1(C2=C(C(NC1)=O)C(=C(N2)C2=CC(=NC=C2)NC(CC2=CC=C(C=C2)F)=O)C2=CC=CC=C2)C